1-(3-(difluoromethoxy)phenyl)-3,3-dimethyl-2-oxoindoline-5-carboxylic acid FC(OC=1C=C(C=CC1)N1C(C(C2=CC(=CC=C12)C(=O)O)(C)C)=O)F